C(C)(C)(C)OC(N(C1=NC=CC=N1)N)=O Amino-pyrimidin-2-yl-carbamic acid tert-butyl ester